FC(C(=O)O)(F)F.C(C1=CC=CC=C1)N1C(=CC(=C1)C1=C(C=CC(=C1)F)F)[C@@H](C(C)(C)C)N(CC[C@@H](C(=O)NC)NC([C@@H](N)C(C)C)=O)C(CO)=O N-[(2S)-4-[{(1R)-1-[1-benzyl-4-(2,5-difluorophenyl)-1H-pyrrol-2-yl]-2,2-dimethylpropyl}(glycoloyl)amino]-1-(methylamino)-1-oxobutan-2-yl]-L-valinamide trifluoroacetate